Cl.FC1=CC2=C(C=3C(CN(C3C=C2)C(N)=N)C)C=C1 7-Fluoro-1-methyl-1,2-dihydro-3H-benzo[e]indole-3-carboximidamide hydrochloride